1-(7-bromoquinoxaline-2-yl)ethane-1-amine BrC1=CC=C2N=CC(=NC2=C1)C(C)N